C12(CC3CC(CC(C1)C3)C2)CN2N=CC(=C2C)C2=C(C=3N(C=C2)C(=CN3)NC=3C=NC=CC3C(NC=3SC2=C(N3)C=CC=C2)=O)C(=O)O 7-(1-(adamantan-1-ylmethyl)-5-methyl-1H-pyrazol-4-yl)-3-((4-(benzo[d]thiazol-2-ylcarbamoyl)pyridin-3-yl)amino)imidazo[1,2-a]pyridine-8-carboxylic acid